CC1=CC=CC=C1C=O o-tolualdehyde